(S)-2-amino-3-(7-(pyrimidin-4-yl)-1H-indol-3-yl)propanoic acid N[C@H](C(=O)O)CC1=CNC2=C(C=CC=C12)C1=NC=NC=C1